methyl 3-(3-(2-(4-isobutoxy-3-isopropyl-6-oxopyridazin-1(6H)-yl) acetamido) bicyclo[1.1.1]pent-1-yl)-3-oxopropionate C(C(C)C)OC=1C(=NN(C(C1)=O)CC(=O)NC12CC(C1)(C2)C(CC(=O)OC)=O)C(C)C